(3R,4R) and (3S,4S)-4-(2-((5-chloro-1-cyclopropyl-1H-pyrazol-4-yl)amino)-6-cyanoquinazolin-7-yl)-3-fluoropiperidine-1-carboxylic acid tert-butyl ester C(C)(C)(C)OC(=O)N1C[C@@H]([C@H](CC1)C1=C(C=C2C=NC(=NC2=C1)NC=1C=NN(C1Cl)C1CC1)C#N)F |r|